ClC1=CC=C(C=C1)C=1C=C(C(N(N1)C=1C=NN(C1)C)=O)C(=O)N[C@H](CO)C 6-(4-Chlorophenyl)-N-[(2S)-1-hydroxypropan-2-yl]-2-(1-methyl-1H-pyrazol-4-yl)-3-oxo-2,3-dihydropyridazine-4-carboxamide